2-((8,8-dimethyl-1-oxaspiro[4.5]decan-2-yl)oxy)cyclohexan-1-ol CC1(CCC2(CCC(O2)OC2C(CCCC2)O)CC1)C